The molecule is a pyrazoles which is pyrazole-3-carboxylic acid substituted by an oxo group at position 5, a 4-sulfophenyl group at position 1 and (4-sulfophenyl)diazenyl group at position 4. It is an azo compound, a member of pyrazoles, a monocarboxylic acid and an arenesulfonic acid. It is a conjugate acid of a tartrazine(3-). C1=CC(=CC=C1N=NC2C(=NN(C2=O)C3=CC=C(C=C3)S(=O)(=O)O)C(=O)O)S(=O)(=O)O